N-(2-((4-((3-Azidopropyl)carbamoyl)phenyl)sulfonyl)-1-cyano-3-oxo-6,9,12,15-tetraoxa-2-azaheptadecan-17-yl)-7-(diethylamino)-2-oxo-2H-chromene-3-carboxamide N(=[N+]=[N-])CCCNC(=O)C1=CC=C(C=C1)S(=O)(=O)N(CC#N)C(CCOCCOCCOCCOCCNC(=O)C=1C(OC2=CC(=CC=C2C1)N(CC)CC)=O)=O